C1(CC1)C1=NC=NC(=C1C1=NC=C(C(=N1)OCC1=CC=C(C=C1)C=1N(C=C(N1)C(F)(F)F)C)OC(F)F)OC 2-(4-cyclopropyl-6-methoxy-pyrimidin-5-yl)-5-(difluoromethoxy)-4-[[4-[1-methyl-4-(trifluoromethyl)imidazol-2-yl]phenyl]methoxy]pyrimidine